1,3-dihydro-isobenzofuran C1OCC2=CC=CC=C12